tert-butyl 4-(4-((4-(1-(tert-butoxycarbonyl)-1,2,3,6-tetrahydropyridin-4-yl)-5-fluoro-2-methylphenyl) carbamoyl)-2-fluorophenyl)piperazine-1-carboxylate C(C)(C)(C)OC(=O)N1CCC(=CC1)C1=CC(=C(C=C1F)NC(=O)C1=CC(=C(C=C1)N1CCN(CC1)C(=O)OC(C)(C)C)F)C